tert-butyl 2-(((((9H-fluoren-9-yl)methoxy)carbonyl)(methyl)amino)methyl)-6-(2-bromo-6-chloropyridin-4-yl)morpholine-4-carboxylate C1=CC=CC=2C3=CC=CC=C3C(C12)COC(=O)N(C)CC1CN(CC(O1)C1=CC(=NC(=C1)Cl)Br)C(=O)OC(C)(C)C